O=C1N(CC[C@H]1OC[C@H](C)OC1=C(C(NN=C1)=O)C(F)(F)F)C1CCN(CC1)C1=NC=C(N=C1)C(F)(F)F 5-(((S)-1-(((R)-2-oxo-1-(1-(5-(trifluoro-methyl)pyrazin-2-yl)piperidin-4-yl)pyrrolidin-3-yl)oxy)propan-2-yl)oxy)-4-(trifluoro-methyl)pyridazin-3(2H)-one